1-(3,5-difluorophenyl)-3-methyl-1H-benzo[g]indazole-4,5-dione FC=1C=C(C=C(C1)F)N1N=C(C=2C(C(C3=C(C12)C=CC=C3)=O)=O)C